ClC=1C(=CC(=C(C1)C1=C(C=CC=2N(C(OC21)=O)C)F)O)C 7-(5-chloro-2-hydroxy-4-methylphenyl)-6-fluoro-3-methyl-1,3-benzoxazol-2-one